ClC1=CC=C(N=N1)OCC=1C(=NOC1C)C=1C=NC(=CC1)C 4-[(6-chloropyridazin-3-yl)oxymethyl]-5-methyl-3-(6-methyl-3-pyridinyl)isoxazole